docosanoic acid dimethylolpropionate C(O)C(C(=O)O)(C)CO.C(CCCCCCCCCCCCCCCCCCCCC)(=O)O